ClC=1C(=NC(=NC1)NC1CCOCC1)C1=CC=C2CN(C(C2=C1)=O)CC(=O)NC(CC)(CC)C 2-(6-{5-chloro-2-[(oxan-4-yl)amino]pyrimidin-4-yl}-1-oxo-2,3-dihydro-1H-isoindol-2-yl)-N-(3-methylpentan-3-yl)acetamide